C(N)(=N)C=1C=C(SC1)[C@@H](C)NC(=O)[C@H]1N([C@H]2C[C@]2(C1)CN(C)C)C(CNC(=O)C=1C=CC=2C(C3=CC=CC=C3C2C1)(F)F)=O (1S,3S,5S)-N-((R)-1-(4-carbamimidoylthiophen-2-yl)ethyl)-2-((9,9-difluoro-9H-fluorene-3-carbonyl)glycyl)-5-((dimethylamino)methyl)-2-azabicyclo[3.1.0]hexane-3-carboxamide